ClC1=NC=2CCN(CC2C=C1)C1COC1 2-chloro-6-(oxetan-3-yl)-5,6,7,8-tetrahydro-1,6-naphthyridine